C(C=C)OCC=1C=C(C=C(C1)N)N 5-((allyloxy)methyl)benzene-1,3-diamine